[Na+].CC1=C(C2=CC=CC=C2C=C1)S(=O)(=O)[O-] Methylnaphthalenesulfonic acid sodium salt